C(#N)C=1C=C(C=CC1)CC(=O)N1CCC2(C(C2)CNC(=O)C2=CC=3C=NC=CC3N2)CC1 N-[[6-[2-(3-cyanophenyl)acetyl]-6-azaspiro[2.5]octan-2-yl]methyl]-1H-pyrrolo[3,2-c]pyridine-2-carboxamide